(1,5-cyclooctadiene) copper (I) chloride [Cu]Cl.C1=CCCC=CCC1